ClC=1C(=C(C(=C(OCC(=O)O)C1)F)F)CC1=CC(=C(C=C1)O)C(C)C 2-(5-chloro-2,3-difluoro-4-(4-hydroxy-3-isopropylbenzyl)phenoxy)acetic acid